N1=CC=C(C=C1)C=1NC2=CC=CC=C2C1C=O 2-PYRIDIN-4-YL-1H-INDOLE-3-CARBALDEHYDE